rel-N-[(3S,4R)-4-({[(1S,4S)-4-ethoxycyclohexyl]oxy}methyl)-7-methyl-6-oxo-1,3,4,6-tetrahydro-2H-quinolizin-3-yl]methanesulfonamide C(C)OC1CCC(CC1)OC[C@H]1[C@H](CCC2=CC=C(C(N12)=O)C)NS(=O)(=O)C |o1:11,12|